(4-chlorophenyl-2,3,5,6-d4)-9-(phenyl-d5)-9H-carbazole-1,2,3,5,6,7,8-d7 ClC1=C(C(=C(C(=C1[2H])[2H])C1=C(C(=C(C=2N(C3=C(C(=C(C(=C3C12)[2H])[2H])[2H])[2H])C1=C(C(=C(C(=C1[2H])[2H])[2H])[2H])[2H])[2H])[2H])[2H])[2H])[2H]